tert-Butyl N-[(1R)-1-[6-methyl-4-oxo-2-(2-pyridyl)chromen-8-yl]ethyl]carbamate CC=1C=C2C(C=C(OC2=C(C1)[C@@H](C)NC(OC(C)(C)C)=O)C1=NC=CC=C1)=O